(3r,4r)-1-(1-(4-(1,1-difluoroethyl)benzyl)-5,6-difluoro-1H-benzoimidazol-2-yl)-4-fluoro-3-piperidinamine FC(C)(F)C1=CC=C(CN2C(=NC3=C2C=C(C(=C3)F)F)N3C[C@H]([C@@H](CC3)F)N)C=C1